C(C(O)CC(=O)O)(=O)SCCNC(CCNC([C@@H](C(COP(OP(OC[C@@H]1[C@H]([C@H]([C@@H](O1)N1C=NC=2C(N)=NC=NC12)O)OP(=O)(O)O)(=O)O)(=O)O)(C)C)O)=O)=O (3S)-malyl-coenzyme A